N-[(2-hydroxyphenyl)-methyl]-acetamide OC1=C(C=CC=C1)CNC(C)=O